BrC=1C=C(C=CC1OC)C1(CC1)C1=NN(C=N1)C 3-(1-(3-bromo-4-methoxyphenyl)cyclopropyl)-1-methyl-1H-1,2,4-triazole